N-[(2,5-Difluorophenyl)methyl]-4-oxo-4-(1-phenyl-3,4-dihydro-1H-isoquinolin-2-yl)butyric acid amide FC1=C(C=C(C=C1)F)CNC(CCC(N1C(C2=CC=CC=C2CC1)C1=CC=CC=C1)=O)=O